[I-].FC=1N(C(=C([N+]1C(F)(F)F)F)F)C(C(C(C(C(C(C(C(C(C(F)(F)F)(F)F)(F)F)(F)F)(F)F)(F)F)(F)F)(F)F)(F)F)(F)F perfluoro-1-decyl-3-methylimidazolium iodide